[Ca].[Mg] magnesium calcium salt